C(C)OP(=O)(OCC)O.C(C=C)N1C=NC=C1 1-allyl-imidazole diethyl-phosphate